ClC1=CC=C(C(=C1C(=O)N(C)C)O)NC1=C(C(C1=O)=O)N[C@@H](C1=NC=CC=C1C)C1(CC(C1)(F)F)C (R)-6-chloro-3-((2-(((3,3-difluoro-1-methylcyclobutyl)(3-methylpyridin-2-yl)methyl)amino)-3,4-dioxocyclobut-1-en-1-yl)amino)-2-hydroxy-N,N-dimethylbenzamide